di-isobutyryl peroxide C(C(C)C)(=O)OOC(C(C)C)=O